NC1=C(C=CC=C1)NC1CC(C1)NC(OC(C)(C)C)=O tert-butyl ((1s,3s)-3-((2-aminophenyl)amino)cyclobutyl)carbamate